CN1C2=C(C=C(C1=O)C(=O)NC1=NC=C(C=C1)C(F)(F)F)C(CC2)C 1,5-Dimethyl-2-oxo-N-[5-(trifluoromethyl)-2-pyridyl]-6,7-dihydro-5H-cyclopenta[b]pyridine-3-carboxamide